(4-((4-Bromo-2-fluorobenzyl)amino)-7-methoxy-1,8-naphthyridin-3-yl)methanol BrC1=CC(=C(CNC2=C(C=NC3=NC(=CC=C23)OC)CO)C=C1)F